N-((4,6-dimethyl-2-oxo-1,2-dihydropyridin-3-yl)methyl)-5-(ethyl-(tetrahydro-2H-pyran-4-yl)amino)-4'-formyl-4-methyl-[1,1'-biphenyl]-3-carboxamide CC1=C(C(NC(=C1)C)=O)CNC(=O)C=1C=C(C=C(C1C)N(C1CCOCC1)CC)C1=CC=C(C=C1)C=O